lauryl-dimethyl-hydroxyethyl-ammonium butyl-phosphate C(CCC)OP(=O)([O-])[O-].C(CCCCCCCCCCC)[N+](CCO)(C)C.C(CCCCCCCCCCC)[N+](C)(C)CCO